CC(=O)N(CCC[C@@H](C(=O)N[C@@H](CCCN(C(=O)C)O)C(=O)N[C@@H](CCCN(C(=O)C)O)C(=O)N[C@@H](CO)C(=O)N[C@H]([C@@H]([C@@H]1[C@@H]([C@H]([C@@H](S1)N2C=CC(=O)N(C2=O)C)O)O)O)C(=O)O)N)O The molecule is a member of the class of desferrialbomycins in which the pyrimidone moiety is substituted by an oxo group at position 4. The iron(III) complex of desferrialbomycin delta1 is the antibiotic albomycin delta1. It is a conjugate acid of a desferrialbomycin delta1(3-).